(S)-4-(2-(1-ethyl-3-(trifluoromethyl)-1H-pyrazol-4-yl)-3-fluorophenyl)-3-methyl-6-((E)-3-((S)-pyrrolidin-2-yl)acryloyl)-4,5,6,7-tetrahydrothieno[2,3-c]pyridine-2-carbonitrile TFA salt OC(=O)C(F)(F)F.C(C)N1N=C(C(=C1)C1=C(C=CC=C1F)[C@H]1C2=C(CN(C1)C(\C=C\[C@H]1NCCC1)=O)SC(=C2C)C#N)C(F)(F)F